NCC(=O)C1CN(C1)C(=O)OCC1=CC=CC=C1 benzyl 3-aminoacetylazetidine-1-carboxylate